ClC1=NC=C(C(=C1)C1=C(C=NC(=C1)C)C(=O)NC=1SC2=C(N1)CN(C2)C(C2=CC(=C(C=C2)C(F)F)Cl)=O)OC 2'-chloro-N-(5-(3-chloro-4-(difluoromethyl)benzoyl)-5,6-dihydro-4H-pyrrolo[3,4-d]thiazol-2-yl)-5'-methoxy-6-methyl-[4,4'-bipyridine]-3-carboxamide